C(#CCC)[Si](C#CCC)(C#CCC)C#CCC tetra(1-butynyl)silane